ClC1=C(CNC(=O)[C@]2(C=3C=CC=NC3C(CC2)=C)F)C(=CC(=C1)Cl)F (S)-N-(2,4-dichloro-6-fluorobenzyl)-5-fluoro-8-methylene-5,6,7,8-tetra-hydroquinoline-5-carboxamide